1-(5-fluoro-1H-indol-2-yl)ethan-1-one FC=1C=C2C=C(NC2=CC1)C(C)=O